(2s,3r,4s)-2-[(3-bromo-2-fluoro-phenyl)methyl]-4-fluoro-3-[(1-fluorocyclopropyl)sulfinylamino]piperidine-1-carboxylic acid benzyl ester C(C1=CC=CC=C1)OC(=O)N1[C@H]([C@H]([C@H](CC1)F)NS(=O)C1(CC1)F)CC1=C(C(=CC=C1)Br)F